C1(=CC=CC2=CC=CC=C12)C1CC(C(CC1)C(=O)OCC)=O ethyl 4-(1-naphthyl)-2-oxo-cyclohexanecarboxylate